BrC=CCCC=CC=C 1-bromo-5,7-octadienene